The molecule is a monounsaturated fatty acid anion that is the conjugate base of (2E)-oct-2-enoic acid. Major species at pH 7.3. It is a monounsaturated fatty acid anion and a medium-chain fatty acid anion. It is a conjugate base of a (2E)-oct-2-enoic acid. CCCCC/C=C/C(=O)[O-]